6-((1S,3S)-3-(1-isopropyl-3-(5-(trifluoromethyl)pyridin-3-yl)-1H-pyrazol-5-yl)cyclopentyl)-2-thia-6-azaspiro[3.4]octane 2,2-dioxide C(C)(C)N1N=C(C=C1[C@@H]1C[C@H](CC1)N1CC2(CS(C2)(=O)=O)CC1)C=1C=NC=C(C1)C(F)(F)F